N-[[6-[(1-acetylindolin-5-yl)amino]-2-pyridyl]sulfonyl]-2-(2,2,4-trimethylpyrrolidin-1-yl)pyridine-3-carboxamide C(C)(=O)N1CCC2=CC(=CC=C12)NC1=CC=CC(=N1)S(=O)(=O)NC(=O)C=1C(=NC=CC1)N1C(CC(C1)C)(C)C